pyridin-3-yl-methylamine N1=CC(=CC=C1)NC